tert-butyl N-[[4-[6-[2-(hydroxymethyl)cyclopropyl]pyrrolo[2,1-f][1,2,4]triazin-4-yl]-2-methyl-phenyl]methyl]carbamate OCC1C(C1)C=1C=C2C(=NC=NN2C1)C1=CC(=C(C=C1)CNC(OC(C)(C)C)=O)C